CC1=NN=C2N1C=CC(=C2C)C(CC(=O)O)C=2C=C(C1=C(C=CS1)C2)CN2CC1(OC3=C(C2)N=C(C=C3)O)CC1 3-(3,8-Dimethyl[1,2,4]triazolo[4,3-a]pyridin-7-yl)-3-{7-[(7'-hydroxy-3'H-spiro[cyclopropane-1,2'-pyrido[2,3-f][1,4]oxazepin]-4'(5'H)-yl)methyl]-1-benzothiophen-5-yl}propanoic acid